N-[(5-amino-1,3,4-oxadiazol-2-yl)methyl]-N-[(4-cyano-2-fluoro-phenyl)methyl]-2-(2-ethyl-3,5-difluoro-phenoxy)acetamide NC1=NN=C(O1)CN(C(COC1=C(C(=CC(=C1)F)F)CC)=O)CC1=C(C=C(C=C1)C#N)F